aluminum-vanadium-molybdenum [Mo].[V].[Al]